C1(CC1)NC(C([C@H](C[C@H]1C(NCC1)=O)NC([C@H](CCCC)NC(OC(C(F)(F)C1=CC(=CC=C1)Cl)C1=CC=NC=C1)=O)=O)=O)=O 2-(3-Chlorophenyl)-2,2-difluoro-1-(pyridin-4-yl)ethyl ((S)-1-(((S)-4-(cyclopropylamino)-3,4-dioxo-1-((S)-2-oxopyrrolidin-3-yl)butan-2-yl)amino)-1-oxohexan-2-yl)carbamate